tert-Butyl (1-(2-Chlorophenyl)cyclopropyl)carbamate ClC1=C(C=CC=C1)C1(CC1)NC(OC(C)(C)C)=O